FC(C(C(F)(F)F)(O)C(F)(F)F)(F)F 1,1,1,3,3,3-hexafluoro-2-(trifluoro-methyl)propan-2-ol